ClC=1C=C(C(=O)NC2CCC(CC2)NC2=CC=CC=3N2C=C(N3)C(F)F)C=CC1 3-chloro-N-[(1s,4s)-4-{[2-(difluoromethyl)imidazo[1,2-a]pyridin-5-yl]amino}cyclohexyl]benzamide